(RS)-4-Ethoxy-N-(4-(morpholin-2-yl)-phenyl)-benzamid C(C)OC1=CC=C(C(=O)NC2=CC=C(C=C2)[C@@H]2CNCCO2)C=C1 |r|